furan-3-ylboronic acid neopentyl ester C(C(C)(C)C)OB(O)C1=COC=C1